(2R,3R,4S,5R,6R)-2-(acetoxymethyl)-6-(2,2,2-trichloro-1-iminoethoxy)tetrahydro-2H-pyran-3,4,5-triyl triacetate C(C)(=O)O[C@@H]1[C@H](O[C@@H]([C@@H]([C@H]1OC(C)=O)OC(C)=O)OC(C(Cl)(Cl)Cl)=N)COC(C)=O